tris-(2-(1-benzyl-1H-1,2,3-triazol-4-yl)ethyl)amine C(C1=CC=CC=C1)N1N=NC(=C1)CCN(CCC=1N=NN(C1)CC1=CC=CC=C1)CCC=1N=NN(C1)CC1=CC=CC=C1